trans-2-(4-biphenylyl)vinylboronic acid C1(=CC=C(C=C1)/C=C/B(O)O)C1=CC=CC=C1